tert-butyl 2-[1-[3-(2,4-dioxohexahydropyrimidin-1-yl)-5-fluoro-1-methyl-indazol-6-yl]-4-piperidyl]acetate O=C1N(CCC(N1)=O)C1=NN(C2=CC(=C(C=C12)F)N1CCC(CC1)CC(=O)OC(C)(C)C)C